C(C)(C)(C)OC(=O)N[C@H](C(=O)OC)C[C@@H](C(=O)OC)C dimethyl (2S,4S)-2-t-butoxycarbonylamino-4-methyl-glutarate